Boc-para-aminobenzyl bromide C(=O)(OC(C)(C)C)C(C1=CC=C(C=C1)N)Br